Lithium-Sodium Iodine [I].[Na].[Li]